2-(benzylthio)-6-(4-fluorophenoxy)pyrido[2,3-d]pyrimidin-7-amine C(C1=CC=CC=C1)SC=1N=CC2=C(N1)N=C(C(=C2)OC2=CC=C(C=C2)F)N